ClC=1C=CC(=C(C1)C1=C2C(=NC=C1)C(=CS2)C(=O)O)OCCN2C(=NC1=C(C2=O)C(=C(N=C1)N1CCN(CC1)CC(CF)(C)F)C#N)C 7-(5-Chloro-2-(2-(5-cyano-6-(4-(2,3-difluoro-2-methylpropyl)piperazin-1-yl)-2-methyl-4-oxopyrido[3,4-d]pyrimidin-3(4H)-yl)ethoxy)phenyl)thieno[3,2-b]pyridine-3-carboxylic acid